C(C)(C)(C)OC(N(CCCCNS(=O)(=O)C1=C(C=CC=C1)[N+](=O)[O-])C)=O.C(C)(C)(C)OC(=O)N(CCCCN(S(=O)(=O)C1=C(C=CC=C1)[N+](=O)[O-])CCCN(C(OC(C)(C)C)=O)C)C tert-butyl N-[3-(N-{4-[(tert-butoxycarbonyl)(methyl)amino]butyl}-2-nitrobenzenesulfonamido)propyl]-N-methylcarbamate Tert-butyl-N-methyl-N-[4-(2-nitrobenzenesulfonamido)butyl]carbamate